OCCN(C1=C(C=C(C=C1)S(=O)(=O)NCC1=CC=C(C=C1)OC)[N+](=O)[O-])C 4-((2-hydroxyethyl)(methyl)amino)-N-(4-methoxybenzyl)-3-nitrobenzenesulfonamide